ClC1=NN(C2=NC(=NC=C21)Cl)CCCOC2=NN(C(=C2[N+](=O)[O-])C)C2CCOC1(CC1)C2 3,6-dichloro-1-(3-((5-methyl-4-nitro-1-(4-oxaspiro[2.5]octan-7-yl)-1H-pyrazol-3-yl)oxy)propyl)-1H-pyrazolo[3,4-d]pyrimidine